C(C)(C)(C)OC(=O)N1CC(C1)C1=CC=C(C=C1)C(C)(C)C 3-(4-tert-butylphenyl)azetidine-1-carboxylic acid tert-butyl ester